NC1=NC=2C=NC(=CC2C2=C1COC2)C(=O)N2[C@H](COCC2)C=2C=NC(=CC2)OC(F)F (4-amino-1,3-dihydrofuro[3,4-c][1,7]naphthyridin-8-yl)((3S)-3-(6-(difluoromethoxy)-3-pyridinyl)-4-morpholinyl)methanone